Cl.ClC1=C(C=CC=C1)C=1OC2=C(C(C1)=O)C(=CC(=C2[C@H]2[C@H](CN(CC2)C)O)O)O (-)-2-(2-chlorophenyl)-5,7-dihydroxy-8-[(3R,4S)-3-hydroxy-1-methyl-4-piperidinyl]-4H-1-benzopyran-4-one hydrochloride